C1(CCCC1)N1C(C(=CC2=C1N=C(N=C2)NC2=NC=C(C=C2)S(=O)(=O)N2CCNCC2)CC)=O 8-Cyclopentyl-6-ethyl-2-[5-(piperazine-1-sulfonyl)-pyridin-2-ylamino]-8H-pyrido[2,3-d]pyrimidin-7-one